C(#N)C1=C(C=CC=C1)[C@@H]([C@H](C)C=1N(C(C(=C(N1)C(=O)NC=1C=NOC1)O)=O)C)C=1N=COC1 2-((1r,2s)-1-(2-cyanophenyl)-1-(oxazol-4-yl)propan-2-yl)-5-hydroxy-N-(isoxazol-4-yl)-1-methyl-6-oxo-1,6-dihydropyrimidine-4-carboxamide